3-[3-(4-Methyl-piperazin-1-yl)-propyl]-4-oxo-10-oxa-3-aza-tricyclo[5.2.1.0*1,5*]dec-8-ene-6-carboxylic acid CN1CCN(CC1)CCCN1CC23C(C1=O)C(C(C=C2)O3)C(=O)O